C(C)N(C1=CC2=C(C=C3C(=C(C(N4C3=NC3=C4C=CC=C3)=N)C#N)O2)C=C1)CC 3-(diethylamino)-7-imino-7H-(1)benzopyrano(3',2':3,4)pyrido(1,2-a)benzimidazole-6-carbonitrile